(2R,3S,5R)-4-[[3-(3,4-Difluoro-2-methoxy-phenyl)-5-(trifluoromethyl)tetrahydrofuran-2-carbonyl]amino]pyridin-2-carboxamid FC=1C(=C(C=CC1F)[C@H]1[C@@H](O[C@H](C1)C(F)(F)F)C(=O)NC1=CC(=NC=C1)C(=O)N)OC